C(C1=CC=CC=C1)=C(C(=O)[O-])C(=O)[O-] Benzyliden-Malonat